9-(2,2-difluoro-2-(pyridin-2-yl)ethyl)-6-(2-(3-methylbenzylidene)hydrazinyl)-9H-purine FC(CN1C2=NC=NC(=C2N=C1)NN=CC1=CC(=CC=C1)C)(C1=NC=CC=C1)F